(5H-imidazo[5,1-a]isoindol-5-yl)(tetrahydro-2H-pyran-4-yl)methanol C=1N=CN2C1C1=CC=CC=C1C2C(O)C2CCOCC2